tert-butyl 4-[5-[6-[2,6-difluoro-3-[(2,2,2-trifluoroacetyl)amino]phenoxy]-4-oxo-quinazolin-3-yl]pyrimidin-2-yl]piperazine-1-carboxylate FC1=C(OC=2C=C3C(N(C=NC3=CC2)C=2C=NC(=NC2)N2CCN(CC2)C(=O)OC(C)(C)C)=O)C(=CC=C1NC(C(F)(F)F)=O)F